3-(4-biphenylyl)-4-(4-tert-butylphenyl)-1,2,4-triazole C1(=CC=C(C=C1)C1=NN=CN1C1=CC=C(C=C1)C(C)(C)C)C1=CC=CC=C1